2-(3-(5-Amino-6-(2-methyloxazol-5-yl)pyrazin-2-yl)-4-methylphenyl)-3,3,3-trifluoropropane-1,2-diol trifluoroacetate salt FC(C(=O)O)(F)F.NC=1N=CC(=NC1C1=CN=C(O1)C)C=1C=C(C=CC1C)C(CO)(C(F)(F)F)O